6-(7,8-dimethyl-3-(trifluoromethyl)-[1,2,4]triazolo[4,3-b]pyridazin-6-yl)-3-(6-(trifluoromethyl)pyridin-3-yl)-5,6,7,8-tetrahydro-1,6-naphthyridine CC1=C(C=2N(N=C1N1CC=3C=C(C=NC3CC1)C=1C=NC(=CC1)C(F)(F)F)C(=NN2)C(F)(F)F)C